2-(2,6-dimethylpyridin-4-yl)-3-isopropyl-1H-indole-1-carboxylic acid tert-butyl ester C(C)(C)(C)OC(=O)N1C(=C(C2=CC=CC=C12)C(C)C)C1=CC(=NC(=C1)C)C